FC1=CC=2C(=C3C(N4N(C3(C)C)C(CC4(C)C)=O)C2C=C1)C1=CC=CC=C1 7-Fluoro-3,3,10,10-tetramethyl-9-phenyl-2,3,4a,10-tetrahydro-1H-indeno[1,2-c]pyrazolo[1,2-a]pyrazol-1-one